2-{6-[trans-3-(5-amino-8-methoxy[1,2,4]triazolo[1,5-c]quinazolin-2-yl)cyclobutyl]pyridin-3-yl}propan-2-ol NC1=NC=2C=C(C=CC2C=2N1N=C(N2)[C@@H]2C[C@H](C2)C2=CC=C(C=N2)C(C)(C)O)OC